tetrahydropyrano[2,3-c]pyrazole N1NCC2C1OC=CC2